FC(C=1C(=C(C=CC1)[C@@H](C)NC1=NC(=NC2=CC=C(C=C12)N(C)C=1C=NC(=NC1)OC)C)F)F (R)-N4-(1-(3-(difluoromethyl)-2-fluorophenyl)ethyl)-N6-(2-methoxypyrimidin-5-yl)-N6,2-dimethylquinazoline-4,6-diamine